(2R,5S)-4-((3-fluoro-5-methylpyridin-2-yl)methyl)-2,5-dimethylpiperazine-1-carboxylic acid tert-butyl ester C(C)(C)(C)OC(=O)N1[C@@H](CN([C@H](C1)C)CC1=NC=C(C=C1F)C)C